methyl 2-[(3-hydroxyphenyl)methyl]-1H-benzimidazole-5-carboxylate OC=1C=C(C=CC1)CC1=NC2=C(N1)C=CC(=C2)C(=O)OC